OC(CC(=O)[O-])(CC(=O)[O-])C(=O)[O-].[Na+].C(CC(O)(C(=O)O)CC(=O)O)(=O)O.[Na+].[Na+] citric acid sodium 2-hydroxypropane-1,2,3-tricarboxylate